SILICON GERMANIUM OXIDE [Ge]=O.[Si]